FC=1C(=C(C=CC1)C=1C=CC=2N(C1)C(=CN2)CCN)OCCC=2C(=NN(C2C)C)C 2-(6-{3-fluoro-2-[2-(1,3,5-trimethyl-1H-pyrazol-4-yl)ethoxy]phenyl}imidazo[1,2-a]pyridin-3-yl)ethan-1-amine